2-Aminocaprylic acid NC(C(=O)O)CCCCCC